COC1=CC=C(OC2=CC=C(C=C2)N2N=C3C(NCC[C@@H]3N3CCN(CC3)C(C=C)=O)=C2C(=O)N)C=C1 (7S)-2-[4-(4-methoxyphenoxy)phenyl]-7-[4-(prop-2-enoyl)piperazin-1-yl]-4,5,6,7-tetrahydro-2H-pyrazolo[4,3-b]pyridine-3-carboxamide